BrC1=CC=C(C=C1)C=C=C 4-bromophenyl-allene